4-([2-(DIMETHYLAMINO)PHENYL]CARBAMOYL)BUTANOIC ACID CN(C1=C(C=CC=C1)NC(=O)CCCC(=O)O)C